COC1=CC=C(C=C1)CNC(C(=O)OCC)\C=C\C(C)(C)C ethyl (E)-2-{[(p-methoxyphenyl) methyl] amino}-5,5-dimethyl-3-hexenoate